C(#N)C1=C(N=NC=C1)C1=CC=C(C=C1)NC=1C(=NN(C1)C1=C(C=CC=C1Cl)Cl)C(=O)N 4-((4-(4-cyanopyridazin-3-yl)phenyl)amino)-1-(2,6-dichlorophenyl)-1H-pyrazole-3-carboxamide